Propan-1-yl-1,3-dithiol C(CC)C1SC=CS1